1-(4-(6-(Benzyloxy)-3,4-dihydronaphthalen-1-yl)-2-fluorophenyl)-4-(dimethoxymethyl)piperidine C(C1=CC=CC=C1)OC=1C=C2CCC=C(C2=CC1)C1=CC(=C(C=C1)N1CCC(CC1)C(OC)OC)F